(2R,3R,4R,5R)-5-(2-amino-6-(methylamino)-9H-purin-9-yl)-4-fluoro-4-methyl-2-((propionyloxy)methyl)tetrahydrofuran-3-yl isobutyrate C(C(C)C)(=O)O[C@@H]1[C@H](O[C@H]([C@]1(C)F)N1C2=NC(=NC(=C2N=C1)NC)N)COC(CC)=O